NC=1C2=C(C=NC1)SC(=N2)N2C[C@@H](CC2)NC2=NC=C(C(=N2)OC)C#N (R)-2-((1-(7-aminothiazolo[5,4-c]pyridin-2-yl)pyrrolidin-3-yl)amino)-4-methoxypyrimidine-5-carbonitrile